[C@H]12[C@H](C[C@H](CC1)O2)N2N=C1N=C(C=CC1=C2)C2=C(C=C(C=C2C)C(F)(F)F)O 2-(2-((1R,2S,4S)-7-oxabicyclo[2.2.1]heptan-2-yl)-2H-pyrazolo[3,4-b]pyridin-6-yl)-3-methyl-5-(trifluoromethyl)phenol